C(C)(C)(C)OC(NC1=CC=2N(C=C1)N=C(C2)C)=O (2-methylpyrazolo[1,5-a]pyridin-5-yl)-carbamic acid tert-butyl ester